CN1CCC2(CCN(CC2)C2=CC=C(C=C2)NC(=O)C2CN(CC2)C(=O)C2=NC(=NC=C2)NC2=CC=CC=C2)CC1 N-(4-(9-Methyl-3,9-diazaspiro[5.5]undecan-3-yl)phenyl)-1-(2-(phenylamino)pyrimidine-4-carbonyl)Pyrrolidine-3-carboxamide